CC1(CC=2C(=CN=CC2)N1)C 2,2-dimethyl-2,3-dihydro-1H-pyrrolo[2,3-c]pyridine